C1(=CC=CC=C1)[C@H](C(=O)O[C@H]1[C@@H](COC2=CC=CC=C12)Br)C [(3R,4R)-3-bromochroman-4-yl] (2R)-2-phenylpropanoate